2-(4-cyclopropyl-2,6-dimethylphenyl)-5-((2-(dimethylamino)ethyl)(methyl)amino)-1,2,3,6-tetrahydro-7H-[1,2,3]triazolo[4,5-d]pyrimidin-7-one C1(CC1)C1=CC(=C(C(=C1)C)N1NC2=C(N=C(NC2=O)N(C)CCN(C)C)N1)C